(S)-2-((2-(4-cyanophenyl)propyl)amino)-2-phenyl-N-(5-(1,3,5-trimethyl-1H-pyrazol-4-yl)pyridin-2-yl)acetamide C(#N)C1=CC=C(C=C1)C(CN[C@H](C(=O)NC1=NC=C(C=C1)C=1C(=NN(C1C)C)C)C1=CC=CC=C1)C